ClC=1C=C(C=NC1N1N=C(N=C1)C)NC(=O)C=1C=NN(C1C(F)(F)F)C1=CN=CC2=CC=CC=C12 N-(5-Chloro-6-(3-methyl-1H-1,2,4-triazol-1-yl)pyridin-3-yl)-1-(isochinolin-4-yl)-5-(trifluoromethyl)-1H-pyrazol-4-carboxamid